3-((1-indol-3-yl)methylbenzyl)-5-chloroindole-3-carboxylic acid methyl ester COC(=O)C1(C=NC2=CC=C(C=C12)Cl)C(C1=CC=CC=C1)CC1=CNC2=CC=CC=C12